(3H-benzo[e]indol-2-yl)-p-tolyl-methanone C1=C(NC=2C=CC3=C(C12)C=CC=C3)C(=O)C3=CC=C(C=C3)C